C(C)OC(C)N1N=CC(=C1)C1=C(C=2N(C=N1)N=C(N2)N)OCC(F)(F)F 7-(1-(1-Ethoxyethyl)-1H-pyrazol-4-yl)-8-(2,2,2-trifluoroethoxy)-[1,2,4]triazolo[1,5-c]pyrimidin-2-amine